1,15-bis(cyclohexylthio)-8-oxopentadecane-2,14-diylbis(decanoate) C1(CCCCC1)SCC(CCCCCC(CCCCCC(CSC1CCCCC1)CCCCCCCCCC(=O)[O-])=O)CCCCCCCCCC(=O)[O-]